C(CCCCCCCCC(=O)OCC(CCCCCC)CCCC)(=O)OCC1COC(OC1)(C)C O10-(2-butyloctyl) O1-[(2,2-dimethyl-1,3-dioxan-5-yl)methyl] decanedioate